3-(3-chlorophenyl)-3-(7-(2-(cyclohex-2-en-1-ylamino)-2-oxoethoxy)naphthalen-2-yl)propanoic acid ClC=1C=C(C=CC1)C(CC(=O)O)C1=CC2=CC(=CC=C2C=C1)OCC(=O)NC1C=CCCC1